C(C)(C)(C)C=1C=C(C=C(C1O)C(C)(C)C)CCC(=O)O.CC1=C(C=2N(C=C1C1=C(C=3C(=CC=4CCN(CC4C3)CC(=O)N)N1)C(C)C)N=CN2)C 2-(2-(7,8-dimethyl-[1,2,4]triazolo[1,5-a]pyridin-6-yl)-3-isopropyl-1,5,7,8-tetrahydro-6H-pyrrolo[2,3-g]isoquinolin-6-yl)acetamide 3-(3,5-ditert-butyl-4-hydroxylphenyl)-propionate